2-(tetrahydrothiophen-2-yl)ethan-1-ol S1C(CCC1)CCO